N(=[N+]=[N-])NC(CC#C)C(=O)O azidopropargylglycine